2-(2-Cyano-5-fluorophenyl)-2,2-difluoroacetic acid ethyl ester C(C)OC(C(F)(F)C1=C(C=CC(=C1)F)C#N)=O